tert-Butyl 4-(((3-oxobutanoyl)oxy)methyl)piperidine-1-carboxylate O=C(CC(=O)OCC1CCN(CC1)C(=O)OC(C)(C)C)C